C1(=CC=CC=C1)SC1=C(C=CC=C1)SC1=CC=CC=C1 1,2-bis(phenylthio)benzene